2'-(1,4-phenylenebis(oxy))dipentanoic acid C1(=CC=C(C=C1)OCCCCC(=O)O)OCCCCC(=O)O